C12COCC(CC1)N2C2=NC(=CC(=N2)[C@H](C)NC(C2=NC=C(C=C2)OC)=O)NC2=CC=C(C=C2)Cl N-((1S)-1-(2-(3-oxa-8-azabicyclo[3.2.1]octan-8-yl)-6-((4-chlorophenyl)amino)pyrimidin-4-yl)ethyl)-5-methoxypicolinamide